C(C)(=O)C1=CC=C(S1)C1(C2CN(C(C1)C2)C(=O)OC(C)(C)C)O tert-butyl 5-(5-acetylthiophen-2-yl)-5-hydroxy-2-azabicyclo[2.2.1]heptane-2-carboxylate